C(C)(C)(C)OC(=O)N1CC2=CC=C(C=C2CC1)N1N=CC=C1 6-(1H-pyrazol-1-yl)-3,4-dihydroisoquinoline-2(1H)-carboxylic acid tert-butyl ester